O=C1C=CNN1 5-oxo-1,5-dihydropyrazol